FC=1C=CC=C2[C@H](CCOC12)N (4S)-8-fluorochroman-4-amine